C1(CC1)C([C@@H](C=1N=C2N(N=C(C(=N2)CN2CCOCC2)C[C@@H]2C(NC[C@@H](C2)C(F)(F)F)=O)C1)NC(=O)C1=CC=NN1CC)C1CC1 N-((S)-2,2-dicyclopropyl-1-(3-(morpholinomethyl)-2-(((3R,5R)-2-oxo-5-(trifluoromethyl)piperidin-3-yl)methyl)imidazo[1,2-b][1,2,4]triazin-6-yl)ethyl)-1-ethyl-1H-pyrazole-5-carboxamide